1-Benzyl-N-[(6S)-2-(hydroxymethyl)-4-methyl-5-oxo-7,8-dihydro-6H-pyrazolo[1,5-a][1,3]diazepin-6-yl]-1,2,4-triazol-3-carboxamid C(C1=CC=CC=C1)N1N=C(N=C1)C(=O)N[C@@H]1C(N(C=2N(CC1)N=C(C2)CO)C)=O